pentaerythritol bis[2,4-di-tert-butylphenyl]phosphite tetrahydro-1H-3-benzazepinemaleate C1(CNCCC2=C1C=CC=C2)/C(=C/C(=O)O)/C(=O)O.C(C)(C)(C)C2=C(C=CC(=C2)C(C)(C)C)P(O)(O)(O)C2=C(C=C(C=C2)C(C)(C)C)C(C)(C)C.OCC(CO)(CO)CO